ethyl 2-(6-bromo-4-chloro-3-fluoro-2-formyl-phenoxy)acetate BrC1=CC(=C(C(=C1OCC(=O)OCC)C=O)F)Cl